FC(CC(=O)N1CCC(CC1)C=1C=C2C(=C(NC2=CC1)C1=CC(=NC=C1)C)C(C)C)(F)F 3,3,3-trifluoro-1-(4-(3-isopropyl-2-(2-methylpyridin-4-yl)-1H-indol-5-yl)piperidin-1-yl)propan-1-one